C(CC)C=1C=C(C=CC1O)C(CCCCCCCC)C1=CC(=C(C=C1)O)CCC 1,1-bis(3-propyl-4-hydroxyphenyl)nonane